1-methyl-5-(4,4,5,5-tetramethyl-1,3,2-dioxaborolan-2-yl)-2-indolinone CN1C(CC2=CC(=CC=C12)B1OC(C(O1)(C)C)(C)C)=O